methyl 5,6-dichloro-2-((4-fluoro-2-methylphenyl)-amino)nicotinate ClC=1C(=NC(=C(C(=O)OC)C1)NC1=C(C=C(C=C1)F)C)Cl